C(C)(C)(C)OC(CN1CCN(CCN(CC1)CC(OC(C)(C)C)=O)C(CCC(=O)O)C(=O)OC(C)(C)C)=O 4-(4,7-bis(2-(tertbutoxy)-2-oxoethyl)-1,4,7-triaza-cyclononan-1-yl)-5-(tert-butoxy)-5-oxopentanoic acid